NC1=NN(C2=C(C=C(C(=C12)OC1=C(C=CC(=C1)F)Cl)NC(C1=CC(=CC(=C1)C(F)(F)F)F)=O)CNC1CC1)C1OCCCC1 N-(3-amino-4-(2-chloro-5-fluorophenoxy)-7-((cyclopropylamino)methyl)-1-(tetrahydro-2H-pyran-2-yl)-1H-indazol-5-yl)-3-fluoro-5-(trifluoromethyl)benzamide